6-(4-(4-Methoxyphenyl)-1-methyl-1H-imidazol-5-yl)-1H-indazole COC1=CC=C(C=C1)C=1N=CN(C1C1=CC=C2C=NNC2=C1)C